2-bromo-2-(2-(5,5-dimethyltetrahydro-2H-pyran-2-yl)phenyl)acetic acid tert-butyl ester C(C)(C)(C)OC(C(C1=C(C=CC=C1)C1OCC(CC1)(C)C)Br)=O